((4r,5s,7r,8r,9s,10r)-8,10-dihydroxy-7-(hydroxymethyl)-9-(4-(3,4,5-trifluorophenyl)-1H-1,2,3-triazol-1-yl)-1,6-dioxaspiro[4.5]dec-4-yl)benzo[b]thiophene-2-carboxamide O[C@H]1[C@H](O[C@@]2([C@H](CCO2)C=2C3=C(SC2C(=O)N)C=CC=C3)[C@@H]([C@H]1N1N=NC(=C1)C1=CC(=C(C(=C1)F)F)F)O)CO